CC(C)(C)C1=C(C(=CC(=C1)C)CC1=C(C(=CC=C1)CC1=C(C(=CC(=C1)C)C(C)(C)C)O)C1=CC=C(C=C1)C)O 2-(1,1-dimethylethyl)-6-[[3-(1,1-dimethylethyl)-2-hydroxy-5-methylphenyl]methyl-4-methylphenylphenyl]methyl-4-methylphenol